5-(3-((3,3-difluorocyclobutyl)ethynyl)-2-fluoro-6-hydroxyphenyl)-1,2,5-thiadiazolidin-3-one 1,1-dioxide FC1(CC(C1)C#CC=1C(=C(C(=CC1)O)N1CC(NS1(=O)=O)=O)F)F